C(CC)N(CCC)[Si](C1=CC=C(C=C1)C=C)(N(CCC)CCC)N(CCC)CCC tris(dipropylamino)(4-vinylphenyl)silane